((1R,2S,3R,5S)-2,5-dihydroxy-5-(octadecylcarbamoyl) cyclohexane-1,3-diyl) bis(3-(3,4-dihydroxyphenyl) acrylate) OC=1C=C(C=CC1O)C=CC(=O)O[C@H]1C([C@@H](CC(C1)(C(NCCCCCCCCCCCCCCCCCC)=O)O)OC(C=CC1=CC(=C(C=C1)O)O)=O)O